COC1=C(C(=O)NCC(F)(F)F)C(=CC(=C1)N1C=NC2=C1C=CC(=C2)C2=CN=C(N2)C)OC 2,6-dimethoxy-4-[5-(2-methyl-1H-imidazol-5-yl)benzimidazol-1-yl]-N-(2,2,2-trifluoroethyl)benzamide